C(C)O[Si](C#C[Si](OCC)(OCC)OCC)(OCC)OCC 1,2-bis(triethoxysilyl)acetylene